tert-butyl 1'-(4-((2,6-dioxopiperidin-3-yl)amino)-2-fluorophenyl)-4-hydroxy-[1,4'-bipiperidine]-4-carboxylate O=C1NC(CCC1NC1=CC(=C(C=C1)N1CCC(CC1)N1CCC(CC1)(C(=O)OC(C)(C)C)O)F)=O